[I-].C[NH+]1CN(CC1)CCCCCC 1-methyl-3-N-hexylimidazolinium iodide